C1(=CC=CC2=CC=CC=C12)P(C1=CC=CC=C1)C1=CC=CC2=CC=CC=C12 2-(di-naphthalen-1-yl-phosphino)benzene